3-methyl-1-(methylsulfonyl)indoline-6-carboxylic acid CC1CN(C2=CC(=CC=C12)C(=O)O)S(=O)(=O)C